C(C)C1=NC(=NO1)C=1C=C2CC[C@H](C2=CC1)NC(OCC(C)C)=O isobutyl (R)-(5-(5-ethyl-1,2,4-oxadiazol-3-yl)-2,3-dihydro-1H-inden-1-yl)carbamate